2-Methyl-1-(4-(methylthio)phenyl)-2-morpholinopropan-1-one CC(C(=O)C1=CC=C(C=C1)SC)(C)N1CCOCC1